(3-mercaptopropyl)-dimethylmethoxysilane SCCC[Si](OC)(C)C